C(C)OC(=O)C1=NC=CC2=C(C=3N(C=4C=CC(=CC4C3C=C21)OC)C)C Ethyl-9-methoxy-5,6-dimethyl-6H-pyrido[4,3-b]carbazole-1-carboxylate